1-(4-((1-(5-(3,5-difluorophenyl)-4,5-dihydro-1H-pyrazole-1-carbonyl)azetidin-3-yl)oxy)-5-fluoropyridin-2-yl)-3,5-dimethyl-1H-pyrazole-4-carboxamide FC=1C=C(C=C(C1)F)C1CC=NN1C(=O)N1CC(C1)OC1=CC(=NC=C1F)N1N=C(C(=C1C)C(=O)N)C